BrC1=CC=C(C=C1)C(C=1C(=NN(C1O)C=1SC=C(N1)C1=CC(=CC=C1)Cl)C)C=1C(=NN(C1O)C=1SC=C(N1)C1=CC(=CC=C1)Cl)C 4,4'-(4-bromophenyl)methylenebis(1-(4-(3-chlorophenyl)thiazol-2-yl)-3-methyl-1H-pyrazol-5-ol)